4-(2-(N-benzyl-(2,3,4,5,6-pentafluorophenyl)sulfonamido)-N-(3,5-di-tert-butylbenzyl)acetamido)-2-hydroxybenzoic acid C(C1=CC=CC=C1)N(S(=O)(=O)C1=C(C(=C(C(=C1F)F)F)F)F)CC(=O)N(CC1=CC(=CC(=C1)C(C)(C)C)C(C)(C)C)C1=CC(=C(C(=O)O)C=C1)O